methyl 4-chloro-2-(((trifluoromethyl)sulfonyl)oxy)quinoline-7-carboxylate ClC1=CC(=NC2=CC(=CC=C12)C(=O)OC)OS(=O)(=O)C(F)(F)F